2-[(4-methoxyphenyl)methoxy]benzaldehyde COC1=CC=C(C=C1)COC1=C(C=O)C=CC=C1